ClC1=C(C(=CC=C1)F)CC1=NOC(N1CC1CCC(CC1)F)=O 3-[(2-chloro-6-fluorophenyl)methyl]-4-[(4-fluorocyclohexyl)methyl]-4,5-dihydro-1,2,4-oxadiazol-5-one